N-[(3-amino-2,6-difluorophenyl)methyl]-1H-pyrazolo[3,4-b]pyridin-5-amine NC=1C(=C(C(=CC1)F)CNC=1C=C2C(=NC1)NN=C2)F